C(=O)OC1=C(C(=CC=C1F)OCCOC)Cl 2-Chloro-6-fluoro-3-(2-methoxyethoxy)phenyl formate